BrC1=C2C(=NC(=C1F)NC(OC(C)(C)C)=O)OCCO2 tert-butyl N-(8-bromo-7-fluoro-2,3-dihydro-[1,4]dioxino[2,3-b]pyridin-6-yl)carbamate